4-(3-ethynylphenyl)-2,4-cyclopentadien-1-one C(#C)C=1C=C(C=CC1)C=1C=CC(C1)=O